COC=1C=C(C=C(C1)CCN[C@@H]([C@H]1CNC2=C(N1)N=CC=C2)C2=CC=CC=C2)[C@H](C(=O)O)C |&1:28| (R and S)-2-(3-methoxy-5-(2-(((R)-phenyl((R)-1,2,3,4-tetrahydropyrido[2,3-b]pyrazin-3-yl)methyl)amino)ethyl)phenyl)propanoic acid